C(C)(C)(C)S(=O)(=O)C=1C(=CC=2N(C1)C(=CN2)C2=CC(=NC(=C2)F)F)OC 6-(Tert-Butylsulfonyl)-3-(2,6-difluoropyridin-4-yl)-7-methoxyimidazo[1,2-a]pyridine